C(C)C1=NC=NC=N1 2-ethyl-s-triazine